COCOC=1C=C(C(=O)OC)C=C(C1C(C)C)OCOC methyl 3,5-di[(methoxymethyl)oxy]-4-isopropylbenzoate